hydroxyoxolane OC1OCCC1